tert-butyl (4-bromobenzoyl)-L-alaninate BrC1=CC=C(C(=O)N[C@@H](C)C(=O)OC(C)(C)C)C=C1